CO[Si]1(N(CCC1)CCN1CCOCC1)OC 2,2-dimethoxy-N-(morpholinoethyl)-1-aza-2-silacyclopentane